C(C)C1=C(N=C2N1C=C(C(=C2)OC)C2=NN=NN2)C(O)(C2=CC=CC=C2)C2=CC=CC=C2 [3-Ethyl-7-methoxy-6-(1H-1,2,3,4-tetrazol-5-yl)imidazo[1,2-a]pyridin-2-yl]diphenylmethanol